ClC=1C=C2C(=NN1)NC[C@@H]1N2C[C@@H](C1)N(C)C1=C(C=O)C=CC=N1 (((6aR,8R)-2-chloro-5,6,6a,7,8,9-hexahydropyrrolo[1',2':4,5]pyrazino[2,3-c]pyridazin-8-yl)(methyl)amino)nicotinaldehyde